C(C)(C)[C@H]1\C=C/C(CC\C=C(/CC1)\C)=C (S)-(1Z,6Z)-8-isopropyl-1-methyl-5-methylenecyclodeca-1,6-diene